4-amino-N-methyl-N-((1S)-5-(trifluoromethoxy)-2,3-dihydro-1H-inden-1-yl)-1,3-dihydrofuro[3,4-c][1,7]naphthyridine-8-carboxamide NC1=NC=2C=NC(=CC2C2=C1COC2)C(=O)N([C@H]2CCC1=CC(=CC=C21)OC(F)(F)F)C